(E)-4-(2-cyclohexylvinyl)-N-(3-(2-((7-((2-(2,6-dioxopiperidin-3-yl)-1,3-dioxoisoindolin-5-yl)oxy)heptyl)(methyl)amino)-2-oxoethyl)benzyl)-5-methoxypicolinamide C1(CCCCC1)/C=C/C1=CC(=NC=C1OC)C(=O)NCC1=CC(=CC=C1)CC(=O)N(C)CCCCCCCOC=1C=C2C(N(C(C2=CC1)=O)C1C(NC(CC1)=O)=O)=O